N-(1-ethyl-1H-pyrrol-3-yl)-N-methyl-2-(1-phenyl-1H-pyrazol-4-yl)-1,3-thiazole-4-carboxamide C(C)N1C=C(C=C1)N(C(=O)C=1N=C(SC1)C=1C=NN(C1)C1=CC=CC=C1)C